ClC=1N=C(C2=CC(=CC=C2C1C1=CC(=C(C=C1)F)C)O)OCC(=O)O 2-[[3-chloro-4-(4-fluoro-3-methyl-phenyl)-7-hydroxy-1-isoquinolyl]oxy]acetic acid